8-(4-(1H-imidazole-1-carbonyl)piperazin-1-yl)-7-((5-(3,4-dichlorophenyl)-1,3,4-oxadiazol-2-yl)methyl)-1,3-dimethyl-3,7-dihydro-1H-purine-2,6-dione N1(C=NC=C1)C(=O)N1CCN(CC1)C1=NC=2N(C(N(C(C2N1CC=1OC(=NN1)C1=CC(=C(C=C1)Cl)Cl)=O)C)=O)C